FC(C(C(F)(F)F)(O)C1=CC=C(C=C1)C1=C(C=C(C=C1)CN1C[C@@H](N(CC1)CC1=CC=NC=C1)C(=O)NC(C)C)C)(F)F (R)-4-((4'-(1,1,1,3,3,3-hexafluoro-2-hydroxypropan-2-yl)-2-methyl-[1,1-biphenyl]-4-yl)methyl)-N-isopropyl-1-(pyridin-4-ylmethyl)piperazine-2-carboxamide